ALPHA-METHYL-BETA-PROPIOLACTONE CC1C(=O)OC1